5-bromo-1,2,3-benzothiadiazole BrC=1C=CC2=C(N=NS2)C1